C(C1=CC=CC=C1)OC(=O)N[C@@H](C(=O)O)CC1=CC=CC2=CC=CC=C12 (R)-2-(((benzyloxy)carbonyl)amino)-3-(naphthalen-1-yl)propanoic acid